2-(3-((5-((3-Methoxy-2,6-dimethylphenyl)carbamoyl)thiazol-2-yl)amino)-4-methyl-1H-pyrazol-1-yl)propanoic acid COC=1C(=C(C(=CC1)C)NC(=O)C1=CN=C(S1)NC1=NN(C=C1C)C(C(=O)O)C)C